NC1=C(C=C(C=N1)OB(O)O)C=1C=C2C=CNC(C2=CC1)=O (6-amino-5-(1-oxo-1,2-dihydroisoquinolin-6-yl)pyridin-3-yl)boric acid